3,3'-bis-tert-amyl-binaphthoquinone C(C)(C)(CC)C1=C(C(C2=CC=CC=C2C1=O)=O)C=1C(C2=CC=CC=C2C(C1C(C)(C)CC)=O)=O